ClC=1C=C(C(=O)OC2(COC2)C2=C(C=C(C(=C2)F)N=CN(C)CC)C)C=C(C1)C(F)(F)F 3-(4-(((ethyl(methyl)amino)methylene)amino)-5-fluoro-2-methylphenyl)oxetan-3-yl 3-chloro-5-(trifluoromethyl)benzoate